The molecule is a 3beta-sterol that is 5alpha-androstane which contains a double bond between positions 7 and 8, in which the hydrogens at the 3beta, 5alpha and 6beta positions are substituted by hydroxy groups, and in which the hydrogen at the 17beta position is substituted by a (2S,3E,6xi)-6,7-dimethyloct-3-en-2-yl group. The polyhydroxylated C29 sterol was isolated from an endophytic fungus, Chaetomium globosum ZY-22; the stereochemistry at position 25 was not determined. It has a role as a Chaetomium metabolite. It is a 5alpha-hydroxy steroid, a 6beta-hydroxy steroid and a 3beta-sterol. C[C@H](/C=C/CC(C)C(C)C)[C@H]1CC[C@@H]2[C@@]1(CC[C@H]3C2=C[C@H]([C@@]4([C@@]3(CC[C@@H](C4)O)C)O)O)C